O1C=C(C=C1)C=1C=C(C=C2C(=NNC12)N)C1=C2C(=NC=C1)NC=C2 7-(furan-3-yl)-5-(1H-pyrrolo[2,3-b]pyridin-4-yl)-1H-indazol-3-amine